(rac)-2'-{6-amino-5-[(cyclopentylmethyl)sulfanyl]pyridin-3-yl}-N-ethyl-5',6'-dihydrospiro[pyrrolidine-3,4'-pyrrolo[1,2-b]pyrazole]-1-carboxamide NC1=C(C=C(C=N1)C=1C=C2N(N1)CC[C@]21CN(CC1)C(=O)NCC)SCC1CCCC1 |r|